CN(C(=N)SCCC(=O)O)C 3-[(N,N-dimethyl-carbamimidoyl)-sulfanyl]propanoic acid